C(#N)CNS(=O)(=O)C1=C(C=C(C=C1)C=1N=NN(N1)CC1=CC=NC=C1)OC N-(cyanomethyl)-2-methoxy-4-(2-(pyridin-4-ylmethyl)-2H-tetrazol-5-yl)benzenesulfonamide